tert-butyl 2,2-dimethylpiperidine-1-carboxylate CC1(N(CCCC1)C(=O)OC(C)(C)C)C